N-(5,6-difluoro-2,3-dihydro-1H-inden-2-yl)-N-methylpyrimidin-2-amine FC=1C=C2CC(CC2=CC1F)N(C1=NC=CC=N1)C